C(CC)[Si](CC)(CC)CC 1-propyltriethylsilane